3-((2,4,6-Trimethylbenzyl)thio)-4-methylbenzoic acid CC1=C(CSC=2C=C(C(=O)O)C=CC2C)C(=CC(=C1)C)C